NC1=C(N=CC(=N1)N1CCC2(CC1)CC1=CC=CC=C1C2)SC2=C(C(=CC=C2)Cl)Cl (S)-1'-(6-amino-5-((2,3-dichlorophenyl)thio)pyrazin-2-yl)-1,3-dihydrospiro[indene-2,4'-piperidin]